C(C)(C)(C)OC(NC1CC2(C1)CCN(CC2)CCCOC=2C=C(C=CC2)C2=C(C(=CC=C2)COC2=C(C=C(C(=C2)O)C=O)Cl)C)=O (7-(3-((3'-((2-chloro-4-formyl-5-hydroxyphenoxy)methyl)-2'-methyl-[1,1'-biphenyl]-3-yl)oxy)propyl)-7-aza-spiro[3.5]non-2-yl)carbamic acid tert-butyl ester